3-chloro-5-(chloromethyl)-5-methyl-4,5-dihydroisoxazole ClC1=NOC(C1)(C)CCl